2-amino-N-(4-(((tert-butyldiphenylsilyl)oxy)methyl)phenyl)-6-((diphenyl(p-tolyl)methyl)amino)hexanamide NC(C(=O)NC1=CC=C(C=C1)CO[Si](C1=CC=CC=C1)(C1=CC=CC=C1)C(C)(C)C)CCCCNC(C1=CC=C(C=C1)C)(C1=CC=CC=C1)C1=CC=CC=C1